bromo-5,6-difluoro-7-[4-(2-octyldodecyl)thiophen-2-yl]-2,1,3-benzothiadiazole BrC1=C(C(=C(C2=NSN=C21)C=2SC=C(C2)CC(CCCCCCCCCC)CCCCCCCC)F)F